FC(C(=O)OC(C(C(C(C(C(C(C(F)(F)F)(F)F)(F)F)(F)F)(F)F)(F)F)(F)F)=O)(C(C(C(C(C(C(F)(F)F)(F)F)(F)F)(F)F)(F)F)(F)F)F perfluorocaprylic anhydride